C(C)(C)(C)OC(N[C@H]1CN([C@@H](C1)CO)C(C1=CC=CC=C1)(C1=CC=CC=C1)C1=CC=CC=C1)=O ((3R,5S)-5-(hydroxymethyl)-1-tritylpyrrolidin-3-yl)carbamic acid tert-butyl ester